FC1=CC=C(C=C1)[C@@H](C)N1N=CC(=C1)C1=CC(=CN=N1)C1=CC=2N(C=C1)N=C(N2)N |r| racemic-7-(6-(1-(1-(4-fluorophenyl)ethyl)-1H-pyrazol-4-yl)pyridazin-4-yl)-[1,2,4]triazolo[1,5-a]pyridin-2-amine